CN[C@@H](COC)C(=O)O methyl-O-methyl-Z-serine